(4-dodecylphenyl)(4-undecylphenyl)iodonium C(CCCCCCCCCCC)C1=CC=C(C=C1)[I+]C1=CC=C(C=C1)CCCCCCCCCCC